2-amino-3-(1H-imidazol-4-yl)propionic acid NC(C(=O)O)CC=1N=CNC1